ClC1=CC(=CC(=N1)N1C(C2=CC(=CC(=C2C1)C(F)(F)F)CNC1CCC1)=O)C1=C(C=CC(=C1)C(F)(F)F)C1=NN=CN1C 2-{6-chloro-4-[2-(4-methyl-1,2,4-triazol-3-yl)-5-(trifluoromethyl)phenyl]pyridin-2-yl}-6-[(cyclobutylamino)methyl]-4-(trifluoromethyl)-3H-isoindol-1-one